dihydroxy-5-(1-meth-ylethyl)-3-phenyl-4-[(phenylamino)carbonyl]-1H-pyrrole-1-heptanoic acid OC(C(=O)O)CCCCCN1C(=C(C(=C1C(C)C)C(=O)NC1=CC=CC=C1)C1=CC=CC=C1)O